C(OCC1=CC=C(C=C1)N(C)C)([O-])=S O-(4-(dimethylamino) benzyl) thiocarbonate